2,4-dibromo-6-chloro-5-methylpyridin-3-ol BrC1=NC(=C(C(=C1O)Br)C)Cl